Adenosin-5'-monophosphat P(=O)(O)(O)OC[C@@H]1[C@H]([C@H]([C@@H](O1)N1C=NC=2C(N)=NC=NC12)O)O